C(C=C)(=O)NC1=CC=C(C=C1)C1=C(C(=C2N1C=C(N=C2)CO)C(=O)N)C2=CC(=C(C=C2)OC2=NC=CC(=N2)C)F 6-(4-acrylamidophenyl)-7-(3-fluoro-4-((4-methylpyrimidin-2-yl)oxy)phenyl)-3-(hydroxymethyl)pyrrolo[1,2-a]pyrazine-8-carboxamide